CC1=CN2[C@H]3[C@H]([C@@H]([C@H](O3)CO)O)OC2=NC1=O 2,2'-anhydrothymidine